N1=CN=C(C=C1C=O)C=O PYRIMIDINE-4,6-DICARBALDEHYDE